1-(4-(4-fluoro-2-methylphenyl)piperidin-1-yl)-2-(3-(4-(2-hydroxyacetyl)piperazine-1-carbonyl)-5,6-dihydrocyclopenta[c]pyrazol-1(4H)-yl)ethanone FC1=CC(=C(C=C1)C1CCN(CC1)C(CN1N=C(C2=C1CCC2)C(=O)N2CCN(CC2)C(CO)=O)=O)C